methyl (9Z)-19-{[4-(dimethylamino)butanoyl]oxy}heptacos-9-enoate CN(CCCC(=O)OC(CCCCCCCC\C=C/CCCCCCCC(=O)OC)CCCCCCCC)C